9-(4-chloro-2-fluoro-phenyl)-7-[(2S,4S,6R)-2-(1-cyclopropylpyrazol-4-yl)-6-methyl-tetrahydropyran-4-yl]-2,3-dimethyl-pyrazino[1,2-a]pyrimidin-4-one ClC1=CC(=C(C=C1)C1=NC(=CN2C1=NC(=C(C2=O)C)C)[C@@H]2C[C@H](O[C@@H](C2)C)C=2C=NN(C2)C2CC2)F